N-(5,6-difluoro-1H-indol-3-yl)-N'-(3,4-dihydro-2H-1-benzopyran-3-yl)ethanediamide FC=1C=C2C(=CNC2=CC1F)NC(C(=O)NC1COC2=C(C1)C=CC=C2)=O